1-[4-(2,3-dimethylphenyl)piperazin-1-yl]-2-{3-[(3aR,4S,6aS)-4-hydroxyhexahydrocyclopenta[c]pyrrole-2(1H)-carbonyl]-5,6-dihydrocyclopenta[c]pyrazol-1(4H)-yl}ethan-1-one CC1=C(C=CC=C1C)N1CCN(CC1)C(CN1N=C(C2=C1CCC2)C(=O)N2C[C@@H]1[C@H](C2)[C@H](CC1)O)=O